NC1=C2C(=NC(C2=C(C(=C1)C=1C=NN(C1)C1CC1)CCO)=O)C1=C(C=CC(=C1)F)Cl 4-Amino-3-(2-chloro-5-fluorophenyl)-6-(1-cyclopropyl-1H-pyrazol-4-yl)-7-(2-hydroxyethyl)isoindol-1-one